O1CCOC12CCC(CC2)C=2N=NC=CC2 3-(1,4-dioxaspiro[4.5]decan-8-yl)pyridazine